(2S)-indenone C1(C=CC2=CC=CC=C12)=O